C(C)N1CCN(CC1)C1=C(C=C(C(=C1)OC)NC1=NC=NC(=C1)N1OCC[C@@H]1CC1=CC(=CC=C1)OC1=CC(=CC=C1)F)NC(C=C)=O (S)-N-(2-(4-ethylpiperazin-1-yl)-5-((6-(3-(3-(3-fluorophenoxy)benzyl)isoxazolidine-2-yl)pyrimidin-4-yl)amino)-4-methoxyphenyl)acrylamide